N(=[N+]=[N-])C1=C(N(C=C1C#N)C1=CC=C(C=C1)Cl)C(=O)Cl 3-azido-4-cyano-1-(4-chlorophenyl)-1H-pyrrole-2-carbonyl chloride